FC=1C(=NC(=NC1)NC=1C=NN(C1)C(C)C)OCC12CCC(CC1)(CC2)O 4-(((5-fluoro-2-((1-isopropyl-1H-pyrazol-4-yl)amino)pyrimidin-4-yl)oxy)methyl)bicyclo[2.2.2]octan-1-ol